3-bromo-1-(2,2,2-trifluoroethyl)-1H-pyrazole BrC1=NN(C=C1)CC(F)(F)F